N,6-dimethyl-5-((1-((3-methyl-2,4-dioxo-1,2,3,4-tetrahydrothieno[3,2-d]pyrimidin-6-yl)methyl)azetidin-3-yl)amino)picolinamide CNC(C1=NC(=C(C=C1)NC1CN(C1)CC1=CC=2NC(N(C(C2S1)=O)C)=O)C)=O